CC1=C2C=CC(=NC2=CC(=C1)C(=O)O)NC 5-methyl-2-(methylamino)quinoline-7-carboxylic acid